di(3-butenyl)phosphinic acid C(CC=C)P(O)(=O)CCC=C